1,1,3,3-tetramethylbutanol CC(CC(C)(C)C)(O)C